ethyl 8-methyl-1,4-dioxaspiro[4.5]decane-8-carboxylate CC1(CCC2(OCCO2)CC1)C(=O)OCC